Dimethyl-lysine CN([C@@H](CCCCN)C(=O)O)C